1-(2-aminoethyl)-N1-Methyl-ethane-1,2-diamine NCCC(CN)NC